(S)-(2-(1,5-dimethyl-1H-pyrazol-4-yl)oxazol-5-yl)(4-(4-methylpyrazolo[1,5-a]pyridin-2-yl)-1,4,6,7-tetrahydro-5H-imidazo[4,5-c]pyridin-5-yl)methanone CN1N=CC(=C1C)C=1OC(=CN1)C(=O)N1[C@@H](C2=C(CC1)NC=N2)C2=NN1C(C(=CC=C1)C)=C2